titanium nickel hydroxide [Ni](O)O.[Ti]